tert-Butyl (S)-4-methyl-2-(3-((7-(5-methyl-1,2,4-oxadiazol-3-yl)isoquinolin-1-yl)amino)-6-(methylamino)hexanamido)thiazole-5-carboxylate CC=1N=C(SC1C(=O)OC(C)(C)C)NC(C[C@H](CCCNC)NC1=NC=CC2=CC=C(C=C12)C1=NOC(=N1)C)=O